C1(CC1)C1=C(CN2CC3(C2)CN(C(C3)=O)C3=CC=C(C(=O)O)C=C3)C=C(C(=C1)C)OCC 4-(2-(2-cyclopropyl-5-ethoxy-4-methylbenzyl)-7-oxo-2,6-diazaspiro[3.4]octane-6-yl)benzoic acid